2,3-dichloro-N-[2,4-difluoro-3-[(2-methylsulfonylthiazolo[5,4-d]pyrimidin-7-yl)amino]phenyl]benzenesulfonamide ClC1=C(C=CC=C1Cl)S(=O)(=O)NC1=C(C(=C(C=C1)F)NC=1C2=C(N=CN1)SC(=N2)S(=O)(=O)C)F